[N+](=O)([O-])C1=CC=C(C=N1)SC1=CC=C(C=C1)NC(=O)NC1=CC=CC=C1 1-(4-((6-nitropyridin-3-yl)thio)phenyl)-3-phenylurea